C(C)(C)(C)N1C(=C(C=C1)C1=CC=C(C=C1)SC)C=1OC=CC1C1=CC=CC=C1 1-(tert-butyl)-3-(4-(methylthio)phenyl)-2-(3-phenylfuran-2-yl)-1H-pyrrole